N-tetradecyl-2-(3,4-di-(tert-butylcarbonyloxy)-phenyl)-3,7-bis-(tert-butylcarbonyloxy)-quinolin-4-one C(CCCCCCCCCCCCC)N1C(=C(C(C2=CC=C(C=C12)OC(=O)C(C)(C)C)=O)OC(=O)C(C)(C)C)C1=CC(=C(C=C1)OC(=O)C(C)(C)C)OC(=O)C(C)(C)C